COC=1C(=NSC1)NC(OC(C)(C)C)=O tert-butyl (4-methoxyisothiazol-3-yl)carbamate